4-(1-phenyl-4-(pyridin-3-ylmethoxy)-1H-pyrazolo[3,4-d]pyrimidin-6-yl)morpholine C1(=CC=CC=C1)N1N=CC=2C1=NC(=NC2OCC=2C=NC=CC2)N2CCOCC2